ClC=1C(=C2C(=NC1)NC(=N2)C2=CC=C(C=C2)N2CC(N(CC2)C)=O)NC2CCN(CC2)C 4-(4-{6-Chloro-7-[(1-methylpiperidin-4-yl)amino]-3H-imidazo[4,5-b]pyridin-2-yl}phenyl)-1-methylpiperazin-2-one